[Cl-].CC1=C(C=CC=C1)C Dimethyl-benzene chloride